N(=C=O)C1=CC=C(C=C1)C(C)C1=CC=C(C=C1)N=C=O 1,1-bis(4-isocyanatophenyl)ethane